FC(CN1C(=NC2=C1C=C(C=C2F)C2=CNC=1N=C(N=CC12)NC1CC(C1)(C(=O)N(C)C)C)C)F 3-((5-(1-(2,2-difluoroethyl)-4-fluoro-2-methyl-1H-benzo[d]imidazol-6-yl)-7H-pyrrolo[2,3-d]pyrimidin-2-yl)amino)-N,N,1-trimethylcyclobutane-1-carboxamide